BrC1=CN=CC(=N1)COC=1C=C2CN(C(C2=CC1)=O)C1CCCC1 5-(6-bromo-pyrazin-2-ylmethoxy)-2-cyclopentyl-2,3-dihydro-isoindol-1-one